C(C)(C)[O-] i-propanolat